ClC=1C(=NC(=NC1)NC=1C=NN(C1C)C)C1=CC=C2CN(C(C2=C1)=O)CC(N1CC2=CC=CC=C2CC1)=O 6-{5-Chloro-2-[(1,5-dimethyl-1H-pyrazol-4-yl)amino]pyrimidin-4-yl}-2-[2-oxo-2-(1,2,3,4-tetrahydroisoquinolin-2-yl)ethyl]-2,3-dihydro-1H-isoindol-1-one